CC1N(S(CC1O)(=O)=O)C=1C=NN2C1CN[C@H](C2)C 3-methyl-2-[(6S)-6-methyl-4,5,6,7-tetrahydropyrazolo[1,5-a]pyrazin-3-yl]-1,1-dioxo-1,2-thiazolidin-4-ol